C1(CC1)C=1N(C(=C(N1)N)SCC)C 2-cyclopropyl-5-(ethylsulfanyl)-1-methyl-1H-imidazol-4-amine